(E)-2-(3,4,5-trimethoxystyryl)-quinoline COC=1C=C(/C=C/C2=NC3=CC=CC=C3C=C2)C=C(C1OC)OC